N1C[C@@H](OCC1)CC(=O)O (S)-2-MORPHOLINEACETIC ACID